OC(CC(=O)O)CCCCCCCCCCCCCCCCCC 3-Hydroxy-heneicosanoic acid